C1C[C@H](CC12CCNCC2)N2C=NC1=CC=C(C(=C1C2=O)Cl)OC2=C(C(=CC=C2F)NS(N(C)CC)(=O)=O)C#N 3-[(3R)-8-azaspiro[4.5]decan-3-yl]-5-chloro-6-[2-cyano-3-[[ethyl(methyl)sulfamoyl]amino]-6-fluoro-phenoxy]-4-oxo-quinazoline